(E)-1-[2-fluoro(2-benzenesulfonyl)vinyl]-3-methoxy-benzene F\C(=C/C1=CC(=CC=C1)OC)\S(=O)(=O)C1=CC=CC=C1